(R)-1-(3-(1-(4-(2-fluoro-3-methoxyphenoxy)phenyl)imidazo[1,5-a]pyrazin-3-yl)piperidin-1-yl)prop-2-en-1-one FC1=C(OC2=CC=C(C=C2)C=2N=C(N3C2C=NC=C3)[C@H]3CN(CCC3)C(C=C)=O)C=CC=C1OC